NC=1NC2=CC=CC=C2C1N 2,3-diaminoindole